C12CN(CC(N1)C2)C2=C1CN(CC1=C(C=C2)F)C2C(NC(CC2)=O)=O 4-(3,6-diazabicyclo[3.1.1]heptane-3-yl)-2-(2,6-dioxopiperidin-3-yl)-7-fluoroisoindoline